benzyl 3-(4-chloro-3-fluoro-phenyl)-3-[[4-(trifluoromethoxy)phenyl] sulfonylamino]pyrrolidine-1-carboxylate ClC1=C(C=C(C=C1)C1(CN(CC1)C(=O)OCC1=CC=CC=C1)NS(=O)(=O)C1=CC=C(C=C1)OC(F)(F)F)F